C(C)(C)(C)OC(=O)N1C(N(C2=C1C=CC=C2)CC2=CC=C(C=C2)CN2N=NC=C2)=O 3-(4-((1H-1,2,3-triazol-1-yl)methyl)benzyl)-2-oxo-2,3-dihydro-1H-benzo[d]Imidazole-1-carboxylic acid tert-butyl ester